BrC1=C(N)C(=CC=C1)C=1C2=CC=C(C=C2C=C2C=CC(=CC12)C(C)(C)C)C(C)(C)C 2-bromo-6-(2,6-di-tert-butyl-anthracen-9-yl)aniline